CC(C(C=O)O)C 3-methyl-2-hydroxybutanal